methyl (4-(((2R,5S)-3-(4-cyano-3-(trifluoromethyl)phenyl)-2-(trifluoromethyl)oxazolidin-5-yl)methoxy)phenyl)carbamate C(#N)C1=C(C=C(C=C1)N1[C@H](O[C@@H](C1)COC1=CC=C(C=C1)NC(OC)=O)C(F)(F)F)C(F)(F)F